N[C@@H]1C[C@H](CCC1)CNC1=NN(C(=C1Cl)C1=CC(=C(C#N)C=C1)F)C1=CC2=CN(N=C2C=C1)C 4-(3-((((1S,3S)-3-aminocyclohexyl)methyl)amino)-4-chloro-1-(2-methyl-2H-indazol-5-yl)-1H-pyrazol-5-yl)-2-fluorobenzonitrile